NC=1C=2N(C3=CC(=CC=C3N1)C(=O)N(C1CCC3=NC(=CC=C31)C(F)(F)F)C)C=NC2 4-amino-N-methyl-N-(2-(trifluoromethyl)-6,7-dihydro-5H-cyclopenta[b]pyridin-5-yl)imidazo[1,5-a]quinoxaline-8-carboxamide